N-(4-methylphenyl)-indole CC1=CC=C(C=C1)N1C=CC2=CC=CC=C12